N1N=NC=2C1=NC(=CN2)C=2C=C(C(=O)OC)C=CC2 methyl 3-(1H-[1,2,3]triazolo[4,5-b]pyrazin-6-yl)benzoate